ClC1=C(C=C(C=C1)F)C1(NC(C2=C1C(=CC1=C(N(N=C21)C)CC(F)F)C2=C(C(=O)N)C=C(C=C2F)C(F)(F)F)=O)[2H] (6-(2-chloro-5-fluorophenyl)-3-(2,2-difluoroethyl)-2-methyl-8-oxo-2,6,7,8-tetrahydropyrrolo[3,4-g]indazol-5-yl-6-d)-3-fluoro-5-(trifluoromethyl)benzamide